ClC1=CN=C2N1N=C(C=C2C2=CC(CC2)(C)C)C=2C(NC(NC2)=O)=O 5-(3-chloro-8-(3,3-dimethylcyclopent-1-en-1-yl)imidazo[1,2-b]pyridazin-6-yl)pyrimidine-2,4(1h,3h)-dione